N,N'-hexamethylenebis[3-(3,5-di-t-butyl-4-hydroxyphenyl)propionamide] C(C)(C)(C)C=1C=C(C=C(C1O)C(C)(C)C)CCC(=O)NCCCCCCNC(CCC1=CC(=C(C(=C1)C(C)(C)C)O)C(C)(C)C)=O